(3,5-di-t-butyl-4-hydroxyphenyl) isocyanate C(C)(C)(C)C=1C=C(C=C(C1O)C(C)(C)C)N=C=O